tert-butyl 3-(2,3-dichloro-6-fluorophenyl)-3-[(1,3-dimethyl-4-oxophthalazin-6-yl)amino]azetidine-1-carboxylate ClC1=C(C(=CC=C1Cl)F)C1(CN(C1)C(=O)OC(C)(C)C)NC=1C=C2C(N(N=C(C2=CC1)C)C)=O